(1r,4r)-4-methoxycyclohexanecarboxylic acid COC1CCC(CC1)C(=O)O